N-(4-(1-ethoxy-2-phenylpropan-2-yl)thiazol-2-yl)-2,6-difluoro-4-(4-methylpiperazin-1-yl)benzamide C(C)OCC(C)(C1=CC=CC=C1)C=1N=C(SC1)NC(C1=C(C=C(C=C1F)N1CCN(CC1)C)F)=O